5-(Chlorosulfonyl)-2-fluorobenzoic acid ClS(=O)(=O)C=1C=CC(=C(C(=O)O)C1)F